(R)-4-Bromo-N-(8,9-difluoro-6-oxo-1,4,5,6-tetrahydro-2H-pyrano[3,4-c]isoquinolin-1-yl)-N-methylbenzamide BrC1=CC=C(C(=O)N(C)[C@H]2COCC=3NC(C=4C=C(C(=CC4C32)F)F)=O)C=C1